CC1=CC=C(C=C1)S(=O)(=O)OCCC1=CC=C(C=C1)CN1C(=C(C2=CC(=CC=C12)OCC1=CC=CC=C1)F)C1=CC=C(C=C1)OC 4-((5-(benzyloxy)-3-fluoro-2-(4-methoxyphenyl)-1H-indol-1-yl)methyl)phenethyl 4-methylbenzenesulfonate